3-(4-biphenylyl)-4-phenyl-5-(4-tert-butylphenyl)-1,3,4-oxadiazole C1(=CC=C(C=C1)N1COC(N1C1=CC=CC=C1)C1=CC=C(C=C1)C(C)(C)C)C1=CC=CC=C1